1-(2,2-Difluoropropyl)-7-methoxy-1H-imidazo[4,5-c]pyridin-6-amine FC(CN1C=NC=2C=NC(=C(C21)OC)N)(C)F